2-chloro-4-isocyanato-1-methylbenzene ClC1=C(C=CC(=C1)N=C=O)C